ethyl (4-fluorobenzyl) (4-(5-(trifluoromethyl)-1,2,4-oxadiazol-3-yl)benzyl)phosphonate FC(C1=NC(=NO1)C1=CC=C(CP(OCC)(OCC2=CC=C(C=C2)F)=O)C=C1)(F)F